OC1(COC1)C1=CC=C(C=C1)C(=O)N1CCN(CC1)CC=1C=NC(=CC1)C(F)(F)F (4-(3-hydroxyoxetan-3-yl)phenyl)(4-((6-(trifluoromethyl)pyridin-3-yl)methyl)piperazin-1-yl)methanone